C(C)OC(CN1N=C(C2=CC=CC=C12)C1CN(C1)C(=O)OC(C)(C)C)=O tert-butyl 3-[1-(2-ethoxy-2-oxoethyl)indazol-3-yl]azetidine-1-carboxylate